C(CC)C1N(CCC1)CCC Dipropylpyrrolidine